FC1=C(C=C(C=C1)NC(=O)C1=CC2=C(OCCO2)C=C1)[N+](=O)[O-] N-(4-Fluoro-3-nitrophenyl)-2,3-dihydrobenzo[b][1,4]dioxine-6-carboxamide